C(C)(=O)NC1=CC=C(C(=N1)F)N1CCN(CC1)CC1=CC(=NC=C1)NC(CCC)=O N-(4-((4-(6-acetamido-2-fluoropyridin-3-yl)piperazin-1-yl)methyl)pyridin-2-yl)butyramide